CN1C[C@H](CCC1)CO (S)-(1-methylpiperidin-3-yl)methanol